C1(CC1)C=1N=NN(C1)[C@H](C(=O)N1[C@@H](C[C@H](C1)O)C(=O)NCC1=CC(=CC=C1)S(=O)(=O)NCC1=CC(=CC=C1)F)C(C)(C)C (2S,4r)-1-[(2S)-2-(4-cyclopropyl-triazol-1-yl)-3,3-dimethyl-butyryl]-N-[[3-[(3-fluorophenyl)methylaminosulfonyl]phenyl]methyl]-4-hydroxy-pyrrolidine-2-carboxamide